OCC1=C[C@@]2(OCCCC2)O[C@@H]2C=C(C(C[C@H]12)=O)C (2S,4aR,8aR)-4-(hydroxymethyl)-7-methyl-3',4a,4',5',6',8a-hexahydrospiro[chromene-2,2'-pyran]-6(5H)-one